4-((4,5-dihydroxy-3-oxocyclohex-1-enyl)methylaminocarbonyl)-2,5-dihydroxybenzoic acid OC1C(C=C(CC1O)CNC(=O)C1=CC(=C(C(=O)O)C=C1O)O)=O